4-Iodoacetylcatechol ICC(=O)C=1C=C(C(O)=CC1)O